ClCCCCC(C(SC(F)(F)F)(F)F)=O 6-chloro-1,1-difluoro-1-((trifluoromethyl)thio)hexan-2-one